(Z)-methyl 3-(N'-hydroxycarbamimidoyl)benzoate O\N=C(/N)\C=1C=C(C(=O)OC)C=CC1